C[Si](OC(C)C)(C(C)C)C di(methyl)isopropyl-(isopropoxy)silane